diethyl (1-((4-((3,4-dichlorophenyl)sulfonamido)phenyl)amino)-4-methyl-1-oxopentan-2-yl)phosphonate ClC=1C=C(C=CC1Cl)S(=O)(=O)NC1=CC=C(C=C1)NC(C(CC(C)C)P(OCC)(OCC)=O)=O